BrC=1C=C(C2=C(N(C(=N2)[C@H](C)NC(OC(C)(C)C)=O)C(C)C)C1)F tert-butyl {(1S)-1-[6-bromo-4-fluoro-1-(propan-2-yl)-1H-benzimidazol-2-yl]ethyl}carbamate